COC(=O)C1=CC2=C(N=C(N=C2)SC)N1C1COC1 2-(methylthio)-7-(oxetan-3-yl)-7H-pyrrolo[2,3-d]Pyrimidine-6-carboxylic acid methyl ester